1-ethyl-1H-pyrazole-3-carboxamide C(C)N1N=C(C=C1)C(=O)N